(6R,9R,12R,15R)-6,9-dibenzyl-15-(4-((tert-butoxycarbonyl)amino)butyl)-12-isobutyl-2,2-dimethyl-4,7,10,13-tetraoxo-3-oxa-5,8,11,14-tetraazahexadecane-16-oic acid C(C1=CC=CC=C1)[C@@H](NC(OC(C)(C)C)=O)C(N[C@@H](C(N[C@@H](C(N[C@@H](C(=O)O)CCCCNC(=O)OC(C)(C)C)=O)CC(C)C)=O)CC1=CC=CC=C1)=O